C(C)(C)(C)C1C2C(C(=O)OC2=O)C=C2C1O2 3-tert-butyl-4,5-epoxy-tetrahydrophthalic anhydride